N-(4-cyanobenzyl)-1,6-dioxo-2,3,4,6-tetrahydro-1H-pyrido[1,2-a]pyrazine-7-carboxamide C(#N)C1=CC=C(CNC(=O)C2=CC=C3N(CCNC3=O)C2=O)C=C1